BrC(C(=O)N(C)C)C#N 2-Bromo-2-cyano-N,N-dimethylacetamid